1-(3-methyl-benzofuranyl)ethanone CC1=C(OC2=C1C=CC=C2)C(C)=O